3-chloro-5-((4-(2-(methylsulfonyl)quinoxalin-6-yl)phenyl)(2,2,2-trifluoroethyl)amino)-2-morpholinobenzonitrile ClC=1C(=C(C#N)C=C(C1)N(CC(F)(F)F)C1=CC=C(C=C1)C=1C=C2N=CC(=NC2=CC1)S(=O)(=O)C)N1CCOCC1